CN[C@@H](CCCCN)C(=O)O The molecule is a N-methyl-L-amino acid that is the N(alpha)-methyl derivative of L-lysine. It is a L-lysine derivative and a N-methyl-L-alpha-amino acid.